(1R,2R)-2-amino-1-[4-(methylsulfonyl)phenyl]-1,3-propandiol N[C@@H]([C@H](O)C1=CC=C(C=C1)S(=O)(=O)C)CO